N-(1-isopropylpiperidin-4-yl)-6-methoxy-7-(3-(pyrrolidin-1-yl)propoxy)quinazolin-4-amine C(C)(C)N1CCC(CC1)NC1=NC=NC2=CC(=C(C=C12)OC)OCCCN1CCCC1